BrC1=CC2=C(N(N=C2C=C1OC)C1CCC(CC1)CO)F [4-(5-Bromo-3-fluoro-6-methoxy-indazol-2-yl)cyclohexyl]methanol